7-((4-(2-methylthiazol-5-yl)-3,6-dihydropyridin-1(2H)-yl)methyl)pyrrolo[1,2-a]quinoxalin-4(5H)-one CC=1SC(=CN1)C=1CCN(CC1)CC=1C=C2NC(C=3N(C2=CC1)C=CC3)=O